C(C)(C)C1=CC=C(OCC=2NC(NC2)=O)C=C1 4-[(4-Isopropylphenoxy)methyl]1,3-dihydroimidazol-2-one